BrC1=CC=CC=2C=3N(C(=NC12)N[C@H]1C(NCCC1)=O)N=C(N3)C=3C=NN(C3)C (3R)-3-{[7-bromo-2-(1-methyl-1H-pyrazol-4-yl)[1,2,4]triazolo[1,5-c]quinazolin-5-yl]amino}piperidin-2-one